divinylbenzaldehyde C(=C)C=1C(=C(C=O)C=CC1)C=C